C(CCCC)C=C(C(=O)O)C.C(C(=C)C)(=O)OCCCCC pentyl methacrylate (PENTYL METHACRYLATE)